N-(4-(5-(difluoromethyl)-1,3,4-oxadiazol-2-yl)-2-fluorobenzyl)-N-(3,4-difluorophenyl)-7-methyl-2,7-diazaspiro[3.5]nonane-2-thioamide FC(C1=NN=C(O1)C1=CC(=C(CN(C(=S)N2CC3(C2)CCN(CC3)C)C3=CC(=C(C=C3)F)F)C=C1)F)F